1-(2,4-Dichlorophenyl)-5-isopropylpyrazol ClC1=C(C=CC(=C1)Cl)N1N=CC=C1C(C)C